C12CN(CC(CC1)O2)C2=CC(=C1N=CC=NC1=C2)NC2CCC(CC2)NC(OC(C)(C)C)=O tert-butyl (4-((7-(8-oxa-3-azabicyclo[3.2.1]octan-3-yl)quinoxalin-5-yl)amino)cyclohexyl)carbamate